FC=1C=C2C(=CC=NC2=CC1)NC=1C=C(C=CC1)C(=O)N1CCC2=C(C=CC=C12)NC1=CC=NC=C1 (3-((6-fluoroquinolin-4-yl)amino)phenyl)(4-(pyridin-4-ylamino)indolin-1-yl)methanone